1-(3-(4-Methoxyphenyl)-1,2,4-oxadiazol-5-yl)-N-((1-((4-Methyltetrahydro-2H-pyran-4-yl)methyl)pyrrolidin-3-yl)methyl)piperidin-4-carboxamid COC1=CC=C(C=C1)C1=NOC(=N1)N1CCC(CC1)C(=O)NCC1CN(CC1)CC1(CCOCC1)C